2',2'''-(Pyridine-2,6-diyl)bis(3,5-bis(2-phenylpropan-2-yl)-[1,1'-biphenyl]-2-ol) N1=C(C=CC=C1C1=C(C=CC=C1)C=1C(=C(C=C(C1)C(C)(C)C1=CC=CC=C1)C(C)(C)C1=CC=CC=C1)O)C1=C(C=CC=C1)C=1C(=C(C=C(C1)C(C)(C)C1=CC=CC=C1)C(C)(C)C1=CC=CC=C1)O